ClC1=C(C=CC=C1)NC[C@H](CCO)NC1=NC(=NC(=N1)NC)N1CCC(CC1)C(=O)NCC1C(NCC1)=O 1-(4-(((S)-1-((2-chlorophenyl)amino)-4-hydroxybut-2-yl)amino)-6-(methylamino)-1,3,5-triazin-2-yl)-N-((2-oxopyrrolidin-3-yl)methyl)piperidine-4-carboxamide